angelaldehyde C(\C(\C)=C/C)=O